ClC1=C(C(=CC=C1)F)C=1C(C2=C(N=C(N=C2)NC2=CC=C(C=C2)N2CCN(CC2)C)NC1)=O 6-(2-chloro-6-fluorophenyl)-2-{[4-(4-methylpiperazin-1-yl)phenyl]amino}pyrido[2,3-d]pyrimidin-5(8H)-one